(S)-(4-(pyrazolo[1,5-a]pyridin-2-yl)-6,7-dihydro-1H-imidazo[4,5-c]pyridin-5(4H)-yl)(5-(1-(trifluoromethyl)-1H-pyrazol-3-yl)-1,3,4-oxadiazol-2-yl)methanone N1=C(C=C2N1C=CC=C2)[C@H]2N(CCC1=C2N=CN1)C(=O)C=1OC(=NN1)C1=NN(C=C1)C(F)(F)F